4-[4-(1,3-Benzodioxol-5-yl)-5-pyridin-2-yl-1H-imidazol-2-yl]benzamid O1COC2=C1C=CC(=C2)C=2N=C(NC2C2=NC=CC=C2)C2=CC=C(C(=O)N)C=C2